C1(=CC(=CC(=C1)C(=O)O)C(=O)O)C1=CC(=CC(=C1)C(=O)O)C(=O)O 1,1'-biphenyl-3,3',5,5'-tetracarboxylic acid